N-((3-nitro-4-(((1-(thiazol-2-yl)piperidin-4-yl)methyl)amino)phenyl)sulfonyl)benzamide [N+](=O)([O-])C=1C=C(C=CC1NCC1CCN(CC1)C=1SC=CN1)S(=O)(=O)NC(C1=CC=CC=C1)=O